4-fluorophenyltritylsulfide FC1=CC=C(C=C1)C1=C(C(C2=CC=CC=C2)(C2=CC=CC=C2)SC(C2=C(C=CC=C2)C2=CC=C(C=C2)F)(C2=CC=CC=C2)C2=CC=CC=C2)C=CC=C1